benzyl (2S)-2-(cyanomethyl)-4-[2-[[(2R)-1-methylpyrrolidin-2-yl]methoxy]-5,6,7,8-tetrahydropyrido[3,4-d]pyrimidin-4-yl]piperazine-1-carboxylate C(#N)C[C@@H]1N(CCN(C1)C=1C2=C(N=C(N1)OC[C@@H]1N(CCC1)C)CNCC2)C(=O)OCC2=CC=CC=C2